m-fluoroamphetamine FC=1C=C(CC(N)C)C=CC1